[N+](#[C-])CC=1C=C(C(=C(C1)OC)OC)OC 5-(isocyanomethyl)-1,2,3-trimethoxybenzene